FC1=C(NCCC(=O)O)C=CC=C1 3-(2-fluoroanilino)propionic acid